(2S)-N-[2-[[4-[[3-[1-(cyanomethyl)-3-(trifluoromethyl)pyrazol-4-yl]imidazo[1,2-a]pyrazin-8-yl]amino]-2-ethylbenzoyl]amino]ethyl]pyrrolidine-2-carboxamide C(#N)CN1N=C(C(=C1)C1=CN=C2N1C=CN=C2NC2=CC(=C(C(=O)NCCNC(=O)[C@H]1NCCC1)C=C2)CC)C(F)(F)F